C(C1=CC=CC=C1)(=O)OCCC1=CC=CC=C1 2-phenylethyl benzoate